tert-Butyl ((1r,4r)-4-((2-(6'-cyano-2'-fluoro-3'-(2-methoxyethoxy)-6-(trifluoromethyl)-[1,1'-biphenyl]-3-yl)-2-phenylethyl)amino)cyclohexyl)carbamate C(#N)C1=CC=C(C(=C1C1=CC(=CC=C1C(F)(F)F)C(CNC1CCC(CC1)NC(OC(C)(C)C)=O)C1=CC=CC=C1)F)OCCOC